5-(1-ethoxyvinyl)-4-fluoro-1-methyl-6-nitro-1H-indazole C(C)OC(=C)C=1C(=C2C=NN(C2=CC1[N+](=O)[O-])C)F